N1=CC(=CC=C1)C#CC1=C(SC=C1)C=NO (pyridin-3-ylethynyl)thiophene-2-carbaldehyde Oxime